NC1(C2C(C2C(C1)C)C(=O)O)C(=O)O 2-amino-4-methylbicyclo[3.1.0]hexane-2,6-dicarboxylic acid